2-chloro-N-(5-methyl-1,3,4-oxadiazol-2-yl)-3-(methylsulfonyl)-4-(trifluoromethyl)benzamide ClC1=C(C(=O)NC=2OC(=NN2)C)C=CC(=C1S(=O)(=O)C)C(F)(F)F